BrC1=CC2=C(N=C(O2)NC(=O)C23CC4(CC(CC(C2)C4)(C3)C)C)C=C1 N-(6-bromo-1,3-benzoxazol-2-yl)-3,5-dimethyladamantane-1-carboxamide